2-[2,4-difluoro-6-(2-methoxyethoxy)phenyl]-5,5-dimethyl-1,3,2-dioxaborinane FC1=C(C(=CC(=C1)F)OCCOC)B1OCC(CO1)(C)C